C(C)C=1C=C(C=CC1OC1=NC=2N(C=C1)N=CC2)N2C(N(CC2=O)C=2C=NC=C(C2)C(F)(F)F)=O 3-[3-ethyl-4-(pyrazolo[1,5-a]pyrimidin-5-yloxy)phenyl]-1-[5-(trifluoromethyl)-3-pyridinyl]-2,4-imidazolidinedione